((1S,4R,6R)-6-((5-chloropyridin-2-yl)oxy)-2-azabicyclo[2.2.1]hept-2-yl)(3-fluoro-2-(pyrimidin-2-yl)phenyl)methanone ClC=1C=CC(=NC1)O[C@@H]1C[C@@H]2CN([C@H]1C2)C(=O)C2=C(C(=CC=C2)F)C2=NC=CC=N2